N=1C=NN2C1C=CC(=C2)C2=CNC=1N=C(N=CC12)NC1CCC2(COC2)CC1 5-([1,2,4]triazolo[1,5-a]pyridin-6-yl)-N-(2-oxaspiro[3.5]nonan-7-yl)-7H-pyrrolo[2,3-d]pyrimidin-2-amine